oxygen tungsten-silicon [Si].[W].[O]